C[C@@H]1N(CCC2(C1)CC(C1=CC=C(C=C12)C)O)CC=1C=NN(C1)CCS(=O)(=O)C (2'S)-2',5-dimethyl-1'-[[1-(2-methylsulfonylethyl)pyrazol-4-yl]methyl]spiro[indane-3,4'-piperidine]-1-ol